ClC=1C(=C(C=CC1OCC1CC1)N(C(C#C)=O)C(C(=O)NCC1=C(C=C(C=C1)OC)OC)C=1SC=CC1)F N-(3-chloro-4-(cyclopropylmethoxy)-2-fluorophenyl)-N-(2-((2,4-dimethoxybenzyl)amino)-2-oxo-1-(thiophen-2-yl)ethyl)propiolamide